O=C1NC(CCC1N1C(C2=CC=CC(=C2C1=O)OCC(=O)NCCCCCN1CCC(CC1)NC(OC(C)(C)C)=O)=O)=O tert-butyl (1-(5-(2-((2-(2,6-dioxopiperidin-3-yl)-1,3-dioxoisoindolin-4-yl)oxy)acetamido) pentyl)piperidin-4-yl)carbamate